bis(1,2,2,6,6-pentamethylpiperidyl)-2-n-butyl-2-(2-hydroxy-3,5-di-tert-butylbenzyl)-malonate CN1C(C(CCC1(C)C)C(C1=C(C(=CC(=C1)C(C)(C)C)C(C)(C)C)O)(C(C(=O)[O-])(C(=O)[O-])CCCC)C1C(N(C(CC1)(C)C)C)(C)C)(C)C